N-(6-((3-(5-Isopropoxypyridin-2-yl)-1,2,4-thiadiazol-5-yl)amino)-5-methylpyridin-3-yl)-N-methylacetamide C(C)(C)OC=1C=CC(=NC1)C1=NSC(=N1)NC1=C(C=C(C=N1)N(C(C)=O)C)C